11-(2,2-bis(Pentylthio)acetoxy)-6-((4-((tert-butyldiphenylsilyl)oxy)butyl)amino)-undecyl 2-hexyldecanoate C(CCCCC)C(C(=O)OCCCCCC(CCCCCOC(C(SCCCCC)SCCCCC)=O)NCCCCO[Si](C1=CC=CC=C1)(C1=CC=CC=C1)C(C)(C)C)CCCCCCCC